C1(CC1)S(=O)(=O)N1N=CC(=C1)C1=NC=CC(=N1)NC1=NC=C(C(=C1)N1CCC(CC1)O)C#CC=1C=NC(=CC1)N1CCOCC1 (2-((2-(1-(Cyclopropylsulfonyl)-1H-pyrazol-4-yl)pyrimidin-4-yl)amino)-5-((6-morpholinopyridin-3-yl)ethynyl)pyridin-4-yl)piperidin-4-ol